(S)-4-(1-(5-fluoropyridin-2-yl)-2-hydroxyethoxy)-6-(1-(7-propionyl-7-azaspiro[3.5]nonan-2-yl)-1H-pyrazol-4-yl)pyrazolo[1,5-a]pyridine-3-carbonitrile FC=1C=CC(=NC1)[C@@H](CO)OC=1C=2N(C=C(C1)C=1C=NN(C1)C1CC3(C1)CCN(CC3)C(CC)=O)N=CC2C#N